FC1=C(OCCOC2CCN(CC2)C(=O)OC(C)(C)C)C=CC=C1OC1=C(C=C(C=C1)[N+](=O)[O-])C=1C2=C(C(N(C1)C)=O)N(C=C2)S(=O)(=O)C2=CC=C(C=C2)C tert-butyl 4-[2-[2-fluoro-3-[2-[6-methyl-7-oxo-1-(p-tolylsulfonyl)pyrrolo[2,3-c]pyridin-4-yl]-4-nitro-phenoxy]phenoxy] ethoxy]piperidine-1-carboxylate